3-((isoquinoline-1-carboxamido)methyl)-5-(1-phenylethyl)-4,5-dihydroisoxazole C1(=NC=CC2=CC=CC=C12)C(=O)NCC1=NOC(C1)C(C)C1=CC=CC=C1